2-(4-isopropyl-5-(8-methoxy-[1,2,4]triazolo[1,5-a]pyridin-6-yl)-1H-pyrazol-3-yl)-5-(4-((tetrahydro-2H-pyran-4-yl)methyl)piperazin-1-yl)thiazole C(C)(C)C=1C(=NNC1C=1C=C(C=2N(C1)N=CN2)OC)C=2SC(=CN2)N2CCN(CC2)CC2CCOCC2